4-(7-fluoroimidazo[1,2-a]pyridin-3-yl)-7-[[5-[4-[(1S)-1-hydroxyethyl]-1-piperidyl]-2-pyridyl]amino]isoindolin-1-one FC1=CC=2N(C=C1)C(=CN2)C2=C1CNC(C1=C(C=C2)NC2=NC=C(C=C2)N2CCC(CC2)[C@H](C)O)=O